C(C1CO1)N(C1=C(C(=CC=C1N(CC1CO1)CC1CO1)C)C)CC1CO1 N,N,N',N'-tetraglycidyl-xylenediamine